(S)-8-(2-amino-6-((R)-1-(4'-ethoxy-3'-fluoro-3-(3-methyl-1H-pyrazol-1-yl)-[1,1'-biphenyl]-4-yl)-2,2,2-trifluoroethoxy)pyrimidin-4-yl)-2,8-diazaspiro[4.5]decane-3-carboxylic acid NC1=NC(=CC(=N1)N1CCC2(C[C@H](NC2)C(=O)O)CC1)O[C@@H](C(F)(F)F)C1=C(C=C(C=C1)C1=CC(=C(C=C1)OCC)F)N1N=C(C=C1)C